1-hexyl-3-methylimidazole hexafluoroantimonate salt F[Sb-](F)(F)(F)(F)F.C(CCCCC)N1CN(C=C1)C